bornane-2,3-dione C12(C(C(C(CC1)C2(C)C)=O)=O)C